C1(=CC(=CC=C1)C(=O)[O-])C1=CC=CC=C1 biphenyl-3-carboxylate